CN(CC#CC(=O)NC1=NN(C=2N(C([C@@H]([C@@H](C21)C2=CC=C(C=C2)F)NC(C2=CC(=CC=C2)C(F)(F)F)=O)=O)CC)C2=CC=CC=C2)C |r| rac-N-((4R,5R)-3-(4-(dimethylamino)but-2-ynamido)-7-ethyl-4-(4-fluorophenyl)-6-oxo-1-phenyl-4,5,6,7-tetrahydro-1H-pyrazolo[3,4-b]pyridine-5-yl)-3-(trifluoromethyl)benzamide